BrC1=NC=C(C=C1Cl)OCOC 2-Bromo-3-chloro-5-(methoxymethoxy)pyridine